COC1=C(C=CC=C1)S(=O)(=O)NC1=NOC2=C1C1=C(CCCO1)C(=C2)OC2=NC=CC=C2 2-methoxy-N-(5-(pyridin-2-yloxy)-3,4-dihydro-2H-benzopyrano[8,7-d]isoxazol-9-yl)benzenesulfonamide